N-[3-endo-(8-azabicyclo[3.2.1]oct-3-yl)-phenyl]-methanesulfonamide C12CC(CC(CC1)N2)C2=C(C=CC=C2)NS(=O)(=O)C